ClC=1C=C2C(NC(=NC2=CC1)C1=CC=CC=C1)=O 6-chloro-2-phenylquinazolin-4(3H)-one